FC=1C=CC(=NC1)NC1=CC=C(C=C1)C 5-fluoro-N-(p-tolyl)pyridine-2-amine